FCCC(=O)N1C2=C(NC(C3=C1C=CC(=C3)F)C(F)(F)F)C=CC=C2 3-fluoro-1-[2-fluoro-11-(trifluoromethyl)-10,11-dihydro-5H-dibenzo[b,e][1,4]diazepin-5-yl]propan-1-one